The molecule is an apo carotenoid triterpenoid that is tetracosane containing double bonds at the 2-3, 6-7, 10-11, 12-13, 14-15, 18-19, and 22-23 positions, and substituted by methyl groups at positions 2, 6, 10, 15, 19, and 23. It is an apo carotenoid triterpenoid, a triterpene and a polyene. CC(=CCC/C(=C/CC/C(=C/C=C/C=C(/CC/C=C(/CCC=C(C)C)\\C)\\C)/C)/C)C